4-(difluoromethoxy)isoindoline FC(OC1=C2CNCC2=CC=C1)F